C(CCCCCCC)C(CCCCCCCC)OC(CCCCCC(=O)O)=O 7-(1-octylnonoxy)-7-oxo-heptanoic acid